3,5,5-trimethylhexanoat CC(CC(=O)[O-])CC(C)(C)C